NC=1C2=C(N=CN1)N(C(=C2C=2C=C1CCCN(C1=CC2)C)C2=CC=C(C=C2)NC(C(=C)C)=O)C N-(4-(4-amino-7-methyl-5-(1-methyl-1,2,3,4-tetrahydroquinolin-6-yl)-7H-pyrrolo[2,3-d]pyrimidin-6-yl)phenyl)methacrylamide